CN1C(=NN2C(C1=O)=CC=C2)CNCC(C(F)(F)F)(C)C methyl-2-(((3,3,3-trifluoro-2,2-dimethylpropyl)amino)methyl)pyrrolo[2,1-f][1,2,4]triazin-4(3H)-one